(dichloromethyl)benzene ClC(Cl)C1=CC=CC=C1